CNC1=NC=CC2=CC=C(C=C12)C=1C=C(C=CC1)NC(C=C)=O N-{3-[1-(methylamino)isoquinolin-7-yl]phenyl}prop-2-enamide